ClC=1C=CC=C2C(C=C(OC12)C(=O)NCC=1N=C2N(C=C(C=C2)CNCC2CCCCC2)C1)=O 8-chloro-N-[(6-{[(cyclohexylmethyl)amino]methyl}imidazo[1,2-a]pyridin-2-yl)methyl]-4-oxo-4H-chromen-2-carboxamide